FC1=C(N)C=CC(=C1)C#C[Si](C)(C)C 2-fluoro-4-((trimethylsilyl)ethynyl)aniline